O=C1NC(CCC1N1C(C2=C(C=C(C=C2C1)CN1CCN(CC1)CCNC(=O)C1=CC2=C(O1)C(C1=CC=CC=C1C2=O)=O)F)=O)=O N-(2-(4-((2-(2,6-dioxopiperidin-3-yl)-7-fluoro-1-oxoisoindolin-5-yl)methyl)piperazin-1-yl)ethyl)-4,9-dioxo-4,9-dihydronaphtho[2,3-b]furan-2-carboxamide